octyl 4-hydroxy-2-(octyloxy)-6-pentadecylbenzoate OC1=CC(=C(C(=O)OCCCCCCCC)C(=C1)CCCCCCCCCCCCCCC)OCCCCCCCC